CC1=CC=C(CS(=O)(=O)[O-])C=C1.[NH+]1=CC=CC=C1 pyridinium 4-methyltoluenesulfonate